2-(4-Isobutylpiperazin-1-yl)-N-[6-(1-methylpyrazol-4-yl)-3-isoquinolinyl]acetamide C(C(C)C)N1CCN(CC1)CC(=O)NC=1N=CC2=CC=C(C=C2C1)C=1C=NN(C1)C